1-{5,7-diiodo-2-[(3R)-3-methylmorpholin-4-yl]imidazo[1,5-b]pyridazin-4-yl}cyclopropane-1-carbonitrile IC=1N=C(N2N=C(C=C(C21)C2(CC2)C#N)N2[C@@H](COCC2)C)I